1-methoxyperfluoromethylpropane COC(C(C(F)(F)F)(F)F)(C(F)(F)F)F